Bis-BOC-L-arginine C(=O)(OC(C)(C)C)N([C@@H](CCCNC(N)=N)C(=O)O)C(=O)OC(C)(C)C